C(#N)C=1C=2N(C=C(C1)C=1N=CC3=C(N1)C=CC(=N3)N3C[C@@H](CC3)N(C(OC(C)(C)C)=O)C)C=C(N2)C tert-butyl N-[(3R)-1-(2-{8-cyano-2-methylimidazo[1,2-a]pyridin-6-yl}pyrido[3,2-d]pyrimidin-6-yl) pyrrolidin-3-yl]-N-methylcarbamate